din-octyl-tin dilaurate C(CCCCCCCCCCC)(=O)[O-].C(CCCCCCCCCCC)(=O)[O-].C(CCCCCCC)[Sn+2]CCCCCCCC